4-((tert-butoxycarbonyl)amino-2-chlorophenyl)thiazole C(C)(C)(C)OC(=O)NC=1C(=C(C=CC1)C=1N=CSC1)Cl